Perfluorooctadecan FC(C(C(C(C(C(C(C(C(C(C(C(C(C(C(C(C(C(F)(F)F)(F)F)(F)F)(F)F)(F)F)(F)F)(F)F)(F)F)(F)F)(F)F)(F)F)(F)F)(F)F)(F)F)(F)F)(F)F)(F)F)(F)F